1,4-dimethylpiperazine-2-methanol CN1C(CN(CC1)C)CO